Ethyl 5-[2-fluoro-6-(propan-2-ylamino) pyridin-3-yl]-1-(oxan-4-yl)pyrazole-4-carboxylate FC1=NC(=CC=C1C1=C(C=NN1C1CCOCC1)C(=O)OCC)NC(C)C